3-[[tert-butyl-(diphenyl)silyl]oxymethyl]-4-oxo-piperidine-1-carboxylic acid tert-butyl ester C(C)(C)(C)OC(=O)N1CC(C(CC1)=O)CO[Si](C1=CC=CC=C1)(C1=CC=CC=C1)C(C)(C)C